3-(oxolan-3-ylmethyl)urea O1CC(CC1)CNC(N)=O